2-amino-N-p-fluorobenzylbenzamide NC1=C(C(=O)NCC2=CC=C(C=C2)F)C=CC=C1